4-(2-(4-(4-methoxybenzyl)-2-(o-tolyl)piperazin-1-yl)-7-azaspiro[3.5]nonan-7-yl)benzamide COC1=CC=C(CN2CC(N(CC2)C2CC3(C2)CCN(CC3)C3=CC=C(C(=O)N)C=C3)C3=C(C=CC=C3)C)C=C1